NN1C(=NN=C(C1=O)C(C)(C)C)SC 4-amino-6-tert-butyl-4,5-dihydro-3-methylsulfanyl-1,2,4-triazin-5-one